1-(2-iodophenyl)-(S)-1-methoxypropyl-(S)-2-cyclopropylcarbamate IC1=C(C=CC=C1)[C@H]1[C@H](C1)N(C([O-])=O)C(CC)OC